2-amino-6-borono-2-(2-(1-(4-methoxybenzyl)cyclopropylamino)ethyl)hexanoic acid NC(C(=O)O)(CCCCB(O)O)CCNC1(CC1)CC1=CC=C(C=C1)OC